ClC1=CC=C2C(=CC(NC2=C1)=O)N/N=C/C1=CC=C(C=C1)CN1CCN(CC1)C (E)-7-chloro-4-(2-(4-((4-methylpiperazin-1-yl)methyl)benzylidene)hydrazinyl)quinolone